FC1(CO[C@H](C2=CC=CC=C12)CN)F (R)-1-(4,4-difluoroisochroman-1-yl)-N-methyl-amine